ClC=1C=NC(=C(C(=O)NC2CCC(CC2)CN2C(C(C3=CC=CC=C23)(C=2C=C(C=CC2)C)O)=O)C1)C(F)F 5-chloro-2-(difluoromethyl)-N-((1r,4r)-4-((3-hydroxy-2-oxo-3-(m-tolyl)indolin-1-yl)methyl)cyclohexyl)nicotinamide